CS(=O)(=O)C1=CC=C(C=C1)N1C=CC=2C1=NC(=CC2)C(=O)C=2SC=CC2 [1-(4-methylsulfonylphenyl)pyrrolo[2,3-b]pyridin-6-yl]-(2-thienyl)methanone